7-Methyl-9-(1-methylpiperidin-4-yl)-2-((7-methylchinolin-6-yl)amino)-7,9-dihydro-8H-purin-8-on CN1C(N(C2=NC(=NC=C12)NC=1C=C2C=CC=NC2=CC1C)C1CCN(CC1)C)=O